3-(2-Methoxy-1,1-dimethyl-2-oxo-ethyl)pyrrolidine-1-carboxylic acid tert-butyl ester C(C)(C)(C)OC(=O)N1CC(CC1)C(C(=O)OC)(C)C